trans-1-[3-[2-[(4-aminocyclohexyl)amino]-5-fluoro-pyrimidin-4-yl]phenyl]pyridin-2-one N[C@@H]1CC[C@H](CC1)NC1=NC=C(C(=N1)C=1C=C(C=CC1)N1C(C=CC=C1)=O)F